OCC1=NC=C(C=C1C=1C=NC=CC1)C(=O)N (hydroxymethyl)-[3,3'-bipyridine]-5-carboxamide